2-(3-Fluoropyridin-2-yl)-2-methylpropionitrile FC=1C(=NC=CC1)C(C#N)(C)C